dimethyl-(4-trifluoromethylphenyl)silane C[SiH](C1=CC=C(C=C1)C(F)(F)F)C